4-[1-cyclopropyl-4-(trifluoromethyl)imidazol-2-yl]benzonitrile C1(CC1)N1C(=NC(=C1)C(F)(F)F)C1=CC=C(C#N)C=C1